O=C1NC(CCC1N1C(N(C2=C1C=CC(=C2)C#CCOCCOCCNC(OC(C)(C)C)=O)C)=O)=O tert-butyl (2-(2-((3-(1-(2,6-dioxopiperidin-3-yl)-3-methyl-2-oxo-2,3-dihydro-1H-benzo[d]imidazol-5-yl)prop-2-yn-1-yl)oxy)ethoxy)ethyl)carbamate